1-(3-methoxy-4-((6-methoxypyridin-3-yl)methoxy)benzyl)-5-(5-methyl-1-azabicyclo[3.2.1]oct-6-en-7-yl)-1H-benzo[d]imidazole COC=1C=C(CN2C=NC3=C2C=CC(=C3)C3=CC2(CCCN3C2)C)C=CC1OCC=1C=NC(=CC1)OC